7-bromo-5H-pyrrolo[3,2-d]pyrimidin-4-amine BrC1=CNC2=C1N=CN=C2N